N-((4R,5S)-4-(2-((Z)-2-cyanovinyl)phenyl)-7-ethyl-6-oxo-1-phenyl-4,5,6,7-tetrahydro-1H-pyrazolo[3,4-b]pyridin-5-yl)-4-(trifluoromethyl)pyrimidine-2-carboxamide C(#N)\C=C/C1=C(C=CC=C1)[C@@H]1C2=C(N(C([C@H]1NC(=O)C1=NC=CC(=N1)C(F)(F)F)=O)CC)N(N=C2)C2=CC=CC=C2